2-oxo-1-[cis-4-[(3-methoxy-4-methylphenyl)carbamoyl]cyclohexyl]-2,3-dihydro-1H-1,3-benzodiazol-4-yl-1H-pyrazole-5-carboxamide O=C1NC2=C(N1[C@@H]1CC[C@@H](CC1)C(NC1=CC(=C(C=C1)C)OC)=O)C=CC=C2N2N=CC=C2C(=O)N